tert-butyl-1-{6-[5-fluoro-2-(methoxymethoxy)-4-[1-(oxan-2-yl)pyrazol-4-yl]phenyl]pyridazin-3-yl}-N-methylpyrrolidin-3-amine C(C)(C)(C)C1N(CCC1NC)C=1N=NC(=CC1)C1=C(C=C(C(=C1)F)C=1C=NN(C1)C1OCCCC1)OCOC